4-(methylthio)-6-(thiophen-2-yl)pyrimidin-2-amine CSC1=NC(=NC(=C1)C=1SC=CC1)N